COCC=1N(C(=CN1)[N+](=O)[O-])C 2-(Methoxymethyl)-1-methyl-5-nitro-1H-imidazole